2-phenoxy-9-(2-(trimethylsilyl)phenyl)-9H-carbazole O(C1=CC=CC=C1)C1=CC=2N(C3=CC=CC=C3C2C=C1)C1=C(C=CC=C1)[Si](C)(C)C